C(C1=CC=CC=C1)OCC(C(=O)O)CC(=O)C1CC1 2-((Benzyloxy)methyl)-4-cyclopropyl-4-oxobutanoic acid